ClC=1C=C(C=CC1N)C1=CC(=C(N)C=C1)Cl 3,3'-dichloro-benzidine